NC=1C(=CC(=NC1Cl)C1=NC(=NC(=N1)NC(C(F)(F)F)C)NC(C(F)(F)F)C)OC 6-(5-amino-6-chloro-4-methoxypyridin-2-yl)-N2,N4-bis(1,1,1-trifluoropropan-2-yl)-1,3,5-triazine-2,4-diamine